4-{7-fluoro-6-[2-fluoro-1-(fluoromethyl)ethoxy]-3-[4-(5-methyl-1,2,4-oxadiazol-3-yl)benzyl]-2,4-dioxo-3,4-dihydroquinazolin-1(2H)-yl}piperidine-1-carbaldehyde FC1=C(C=C2C(N(C(N(C2=C1)C1CCN(CC1)C=O)=O)CC1=CC=C(C=C1)C1=NOC(=N1)C)=O)OC(CF)CF